8-chloro-3-(3-(trifluoromethyl)-1H-pyrazol-4-yl)imidazo[1,2-a]pyrazine ClC=1C=2N(C=CN1)C(=CN2)C=2C(=NNC2)C(F)(F)F